COC=1C=CC(=NC1)NNC(=O)C1[C@H]2CNC[C@@H]12 (1R,5S,6r)-6-{[2-(5-methoxy-2-pyridinyl)hydrazino]Carbonyl}-3-azabicyclo[3.1.0]Hexane